3-Methylquinazoline-4(3H)-one-6-boronic acid pinacol ester CN1C=NC2=CC=C(C=C2C1=O)B1OC(C)(C)C(C)(C)O1